OC(C\C=N/S(=O)C(C)(C)C)(C)C N-[(1Z)-3-hydroxy-3-methylbutylidene]-2-methylpropane-2-sulfinamide